4-(4-(4-(4-methylpiperazino)piperidinyl)phenyl)-2-amino-7H-pyrrolo[2,3-d]pyrimidine CN1CCN(CC1)C1CCN(CC1)C1=CC=C(C=C1)C=1C2=C(N=C(N1)N)NC=C2